1,2,4,5-benzenetetramethanamine C=1(C(=CC(=C(C1)CN)CN)CN)CN